2-(1-(2-chloro-4-(trifluoromethyl)phenyl)pyrrolidin-3-yl)benzoic acid ClC1=C(C=CC(=C1)C(F)(F)F)N1CC(CC1)C1=C(C(=O)O)C=CC=C1